ClC=1N=CC=2N(C(C3=C(N(C2N1)S(=O)(=O)C)C=CC=C3)=O)C 2-Chloro-5-methyl-11-(methylsulfonyl)-5,11-dihydro-6H-benzo[e]pyrimido[5,4-b][1,4]diazepin-6-one